methacryloyllysine C(C(=C)C)(=O)N[C@@H](CCCCN)C(=O)O